C1=C(C=CC2=CC=CC=C12)N1C2=CC=CC=C2C=2C=C(C=CC12)C1=CC=C(C=C1)NC1=CC=C(C=C1)C1=CC=CC=C1 N-[4-(9-(2-naphthyl)-9H-carbazol-3-yl)phenyl][1,1'-biphenyl]-4-amine